(R)-1-(2,5-difluoro-pyridin-3-yl)ethyl (1-methyl-4-(5-((3-(trifluoromethyl)-phenyl)carbamoyl)pyridin-2-yl)-1H-1,2,3-triazol-5-yl)carbamate CN1N=NC(=C1NC(O[C@H](C)C=1C(=NC=C(C1)F)F)=O)C1=NC=C(C=C1)C(NC1=CC(=CC=C1)C(F)(F)F)=O